2-chloro-4-(dibenzofuran-1-yl)-6-phenyl-[1,3,5]triazine ClC1=NC(=NC(=N1)C1=CC=CC=2OC3=C(C21)C=CC=C3)C3=CC=CC=C3